(2R,4S)-4-phenylpiperidine-2-carboxylate C1(=CC=CC=C1)[C@@H]1C[C@@H](NCC1)C(=O)[O-]